(3S)-5,6-dichloro-1'-(1-methyl-5-oxopyrrolidine-3-carbonyl)spiro[indoline-3,3'-pyrrolidin]-2-one ClC=1C=C2C(=CC1Cl)NC([C@]21CN(CC1)C(=O)C1CN(C(C1)=O)C)=O